C(C)OC(=O)C=1C=NC2=NC(=CC=C2C1NCC1CCN(CC1)C(=O)OC(C)(C)C)OC.C=1(C(=CC=C2C=CC=CC12)S(=O)(=O)[O-])S(=O)(=O)[O-].[Mg+2] magnesium naphthalenedisulfonate Ethyl-4-(((1-(tert-butoxycarbonyl)piperidine-4-yl)methyl)amino)-7-methoxy-1,8-naphthyridine-3-carboxylate